ClC(C1=NC(=NO1)C1=CC=C(CP(NC2=C(C=C(C=C2)Cl)Cl)(=O)C)C=C1)(F)F P-(4-(5-(chlorodifluoromethyl)-1,2,4-oxadiazol-3-yl)benzyl)-N-(2,4-dichlorophenyl)-P-methylphosphinic amide